O1C=C(C=C1)CN Furan-3-ylmethylamine